6,7-dihydro-5H-pyrrolo[1,2-a]imidazole-2-sulfonamide N1=C2N(C=C1S(=O)(=O)N)CCC2